4-chloro-α-methylstyrene ClC1=CC=C(C(=C)C)C=C1